FC1=C(C=CC(=C1)F)N1N=C(C(C1(C(=O)NCC1CN(CCO1)C)C)C=1OC(=CC1)C)C1=C(C=C(C=C1)F)F 1,3-bis(2,4-difluorophenyl)-5-methyl-4-(5-methylfuran-2-yl)-N-((4-methylmorpholin-2-yl)methyl)-4,5-dihydro-1H-pyrazole-5-carboxamide